3,5-Di-tert-butyl-4-hydroxyanisol C(C)(C)(C)C=1C=C(C=C(C1O)C(C)(C)C)OC